BrC1=CC=C(OC2=CN=C(S2)NC(=O)C2CC(C2)OC)C=C1 N-(5-(4-bromophenoxy)thiazol-2-yl)-3-methoxycyclobutane-1-carboxamide